O=C1N(C(CC1)=O)C(C(=O)O)CCC#CC=1C=NC(=NC1)S(=O)(=O)C 2,5-dioxopyrrolidin-1-yl-6-(2-(methylsulfonyl)pyrimidin-5-yl)hexa-5-ynoic acid